6-((5-(3-hydroxypyrrolidin-1-yl)pyridin-3-yl)oxy)-4-((1-(methylsulfonyl)piperidin-4-yl)oxy)picolinonitrile OC1CN(CC1)C=1C=C(C=NC1)OC1=CC(=CC(=N1)C#N)OC1CCN(CC1)S(=O)(=O)C